COC(=O)C1=CC2=C(N(C(=N2)C=2N3CCN(C4=CC=CC(C2)=C34)C3CC(C3)N)C)C(=C1)OC 2-[9-(3-aminocyclobutyl)-1,9-diazatricyclo[6.3.1.04,12]dodeca-2,4(12),5,7-tetraen-2-yl]-7-methoxy-1-methyl-benzimidazole-5-carboxylic acid methyl ester